O=C1OC[C@H](C1)CC=1C=C(C#N)C=CC1 (S)-3-((2-Oxooxaolidin-4-yl)methyl)benzonitrile